(-)-1-(4-cyanophenyl)-3-[(3S*,4R*)-4-(2,6-difluoro-4-methoxyphenyl)-2-oxopyrrolidin-3-yl]urea C(#N)C1=CC=C(C=C1)NC(=O)N[C@@H]1C(NC[C@H]1C1=C(C=C(C=C1F)OC)F)=O |o1:12,16|